C(C)(=O)NC=1C=C(C=CC1C(NC=1SC(=C(N1)C)[N+](=O)[O-])=O)NCCCCCNCCCONC(C1=C(C(=C(C=C1)F)F)NC1=C(C=C(C=C1)I)F)=O N-(3-((5-((3-acetamido-4-((4-methyl-5-nitrothiazol-2-yl)carbamoyl)phenyl)amino)pentyl)amino)propoxy)-3,4-difluoro-2-((2-fluoro-4-iodophenyl)amino)benzamide